C(OCCNC(OC(C)(C)C)=O)([2H])([2H])[2H] tert-butyl (2-(methoxy-d3)ethyl)carbamate